C1(CC1)C1=NNC2=CC=C(C(=C12)C1=CC(=C(C=C1)S(=O)(=O)C)C)S(=O)(=O)N(C)CC1=CC=C(C=C1)OC 3-cyclopropyl-N-[(4-methoxyphenyl)methyl]-N-methyl-4-(3-methyl-4-methanesulfonyl-phenyl)-1H-indazole-5-sulfonamide